CC1=CC=C(CSC=2N(C(=NN2)CN2C3=CC=CC=C3C=3C=CC=CC23)C2=CC=CC=C2)C=C1 9-((5-((4-methylbenzyl)thio)-4-phenyl-4H-1,2,4-triazol-3-yl)methyl)-9H-carbazole